C(C)OC1=C(OC=2C=C(C=NC2)C2=CN=CC(=N2)NC(CCC2=CC=CC=C2)=O)C=CC=C1 N-(6-(5-(2-ethoxyphenoxy)pyridin-3-yl)pyrazin-2-yl)-3-phenylpropionamide